ClC=1C(=NC(=NC1)NC=1C=C(C=NC1)N1C(C2(CC1)CCN(CC2)C(CC2(CCN(CC2)C2=CC=C(NC1C(NC(CC1)=O)=O)C=C2)O)=O)=O)C2=CC(=CC=C2)C2=CC=CC=C2 3-[4-[4-[2-[2-[5-[[5-chloro-4-(3-phenylphenyl)pyrimidin-2-yl]amino]-3-pyridyl]-1-oxo-2,8-diazaspiro[4.5]decan-8-yl]-2-oxo-ethyl]-4-hydroxy-1-piperidyl]anilino]piperidine-2,6-dione